3,4-dihydro-2H-1,4-benzoxazine-6-carboxylate O1CCNC2=C1C=CC(=C2)C(=O)[O-]